BrCC1=C(C=CC=C1)C(F)(F)F 1-(bromomethyl)(trifluoromethyl)benzene